CC(C1=CC=CC=C1)NC1=NC=C(C=C1)[N+](=O)[O-] 2-(α-methylbenzylamino)-5-nitropyridine